{1-[6-(prop-2-ylamino)pyrimidin-4-yl]Azetidin-3-yl}acetic acid CC(C)NC1=CC(=NC=N1)N1CC(C1)CC(=O)O